NC1=NC=C(C2=C1C(=NN2)C2=CC(=C(C=C2)NS(=O)(=O)CC)OCC2=CC=C(C=C2)F)C=2C=NN(C2)CCC(=O)OC(C)(C)C tert-butyl 3-[4-(4-amino-3-{4-ethanesulfonamido-3-[(4-fluorophenyl)methoxy]phenyl}-1H-pyrazolo[4,3-c]pyridin-7-yl)-1H-pyrazol-1-yl]propanoate